FC1=C(C=CC=C1)C(=O)N1C2CN(C(C1)CC2)CC2=C(N=C1N2C=CC=C1)C=1C=NC(=CC1)C(C)C racemic-(2-fluorophenyl)(5-{[2-(6-isopropylpyridin-3-yl)imidazo[1,2-a]pyridin-3-yl]methyl}-2,5-diazabicyclo[2.2.2]oct-2-yl)methanone